spiro[furo[3,4-d]pyrimidine-7,3'-pyran]-5-one O1CC2(CC=C1)OC(C1=C2N=CN=C1)=O